(E)-3-(3-(4-((1H-indazol-5-yl)amino)quinazolin-2-yl)phenyl)-N-(2-fluorocyclopropyl)acrylamide N1N=CC2=CC(=CC=C12)NC1=NC(=NC2=CC=CC=C12)C=1C=C(C=CC1)/C=C/C(=O)NC1C(C1)F